CC=1N=CN(C1)C=1C=C(N)C=C(C1)C(F)(F)F 3-(4-Methyl-1H-imidazol-1-yl)-5-(trifluoromethyl)aniline